C(C)N(C(=O)N)CC N,N-diethylurea